4-Methylbenzylsulfonyl chloride CC1=CC=C(CS(=O)(=O)Cl)C=C1